8,9-dimethyl-7-(3-(tetrahydro-2H-pyran-4-yl)-7,8-dihydro-1,6-naphthyridin-6(5H)-yl)-4H-pyrimido[1,2-b]pyridazin-4-one CC1=C(C=2N(N=C1N1CC=3C=C(C=NC3CC1)C1CCOCC1)C(C=CN2)=O)C